ClC1=CC=C(C=C1)NC(=O)C1=NC(=CN=C1)C1=CC=C(C=C1)C(F)(F)F N-(4-chlorophenyl)-6-(4-(trifluoromethyl)phenyl)pyrazine-2-carboxamide